NC1=C(CNC=C1)Cl 4-amino-3-chloro-1H-pyridine